5,8-dihydro-6H-pyrano[3,4-b]pyridine-2-carboxamide N1=C2C(=CC=C1C(=O)N)CCOC2